C1(=CC=CC=C1)C=1C=C(OC2=C(C(=O)N)C=C(C=C2)Cl)C=CC1 2-(3-phenylphenoxy)-5-chlorobenzamide